(1R,3R)-2,2-dichloro-3-(3-(trifluoromethyl)phenyl)cyclopropane-1-carboxamide ClC1([C@H]([C@@H]1C1=CC(=CC=C1)C(F)(F)F)C(=O)N)Cl